4-(6-(6-(Difluoromethyl)imidazo[1,2-b]pyridazin-3-yl)pyrimidin-4-yl)-2-(1H-pyrazol-4-yl)morpholine FC(C=1C=CC=2N(N1)C(=CN2)C2=CC(=NC=N2)N2CC(OCC2)C=2C=NNC2)F